FC1=C(C=CC(=C1)[C@@H]1NC[C@@H](C1)OC)C=1N=C2SC3=C(N2C1)C=CC(=C3)C(=O)NC3CCN(CC3)C 2-(2-fluoro-4-((cis)-4-methoxypyrrolidin-2-yl)phenyl)-N-(1-methylpiperidin-4-yl)benzo[d]imidazo[2,1-b]thiazole-7-carboxamide